2,2-bis[4-(2,3-dicarboxyphenoxy)phenyl]propane C(=O)(O)C1=C(OC2=CC=C(C=C2)C(C)(C)C2=CC=C(C=C2)OC2=C(C(=CC=C2)C(=O)O)C(=O)O)C=CC=C1C(=O)O